(±)-2-(4-(4-(4-(((1-(3-chlorophenyl)ethoxy)carbonyl)amino)-3-methyl-isoxazol-5-yl)-3-fluorophenyl)-2-oxabicyclo[2.2.2]octan-1-yl)acetic acid ClC=1C=C(C=CC1)[C@@H](C)OC(=O)NC=1C(=NOC1C1=C(C=C(C=C1)C12COC(CC1)(CC2)CC(=O)O)F)C |r|